3-(3,3-dimethyl-1-(methylsulfonyl)indolin-6-yl)-1-((2-(((1R,2S)-2-fluorocyclopropyl)amino)pyridin-4-yl)methyl)-5,5-dimethylimidazolidine-2,4-dione CC1(CN(C2=CC(=CC=C12)N1C(N(C(C1=O)(C)C)CC1=CC(=NC=C1)N[C@H]1[C@H](C1)F)=O)S(=O)(=O)C)C